1-(2-bromophenyl)-7-cyclopropyl-4-(methylamino)quinazolin-2(1H)-one BrC1=C(C=CC=C1)N1C(N=C(C2=CC=C(C=C12)C1CC1)NC)=O